(4-(5-oxo-5-(piperidin-1-yl)pentyl)-1-phenyl-1H-imidazol-2-yl)-3-(1H-pyrazol-4-yl)benzamide O=C(CCCCC=1N=C(N(C1)C1=CC=CC=C1)C1=C(C(=O)N)C=CC=C1C=1C=NNC1)N1CCCCC1